ClC1=CC=C(S1)C(=O)O 5-chlorothiophene-2-carboxylic acid